N1CCCC2NCCCC12 decahydro-1,5-naphthyridine